C1(=CC=CC=C1)C1=CC(=CC(=C1)N(C=1C=C(C2=C(OC3=C2C=CC=C3)C1)C1=CC=CC=3C2=CC=CC=C2NC13)C=1C=CC3=C(OC2=C3C=CC=C2)C1)C1=CC=CC=C1 N-([1,1':3',1''-terphenyl]-5'-yl)-1-(9H-carbazol-1-yl)-N-(dibenzo[b,d]furan-3-yl)dibenzo[b,d]furan-3-amine